OC=1C(=NC=CC1)C(=O)O (2s,5s)-hydroxypicolinic acid